3-(1,3-benzodioxol-4-ylmethyl)-6-(1H-pyrazol-4-yl)quinazolin-4-one O1COC2=C1C=CC=C2CN2C=NC1=CC=C(C=C1C2=O)C=2C=NNC2